FC=1C(=C(C=CC1)[C@@H]1N=C(NC(=C1C(=O)[O-])CN1CC=2C(CC1)C(N(N2)C)=O)C=2SC=CN2)C (4S)-4-(3-Fluoro-2-methylphenyl)-6-((2-methyl-3-oxo-2,3,3a,4,5,7-hexahydro-6H-Pyrazolo[3,4-c]pyridin-6-yl)methyl)-2-(thiazol-2-yl)-1,4-dihydropyrimidine-5-carboxylate